C=C1C[C@@H]2[C@@H](CN(C2)C(=O)OCC2=CC=CC=C2)C1 benzyl (3aR,6aS)-5-methylenehexahydrocyclopenta[c]pyrrole-2(1H)-carboxylate